2-[[5-ethylsulfanyl-6-[7-methyl-3-(trifluoromethyl)imidazo[4,5-c]pyridazin-6-yl]-3-pyridyl]oxy]-2-methyl-propanamide C(C)SC=1C=C(C=NC1C1=NC2=C(N=NC(=C2)C(F)(F)F)N1C)OC(C(=O)N)(C)C